7-(5-fluoro-2-methyl-4-(1H-1,2,4-triazol-3-yl)phenyl)-1-((cis-4-hydroxycyclohexyl)methyl)-3,4-dihydropyrazino[2,3-b]pyrazin-2(1H)-one FC=1C(=CC(=C(C1)C1=CN=C2C(=N1)N(C(CN2)=O)C[C@@H]2CC[C@@H](CC2)O)C)C2=NNC=N2